7-(thiophen-2-yl)benzo[c][1,2,5]thiadiazole-4-carbaldehyde S1C(=CC=C1)C1=CC=C(C=2C1=NSN2)C=O